S(=O)(=O)(O)O.OC(=C(C(=O)O)O)[C@@H](C)[C@H]1CC[C@H]2[C@@H]3CCC4CCCC[C@]4(C)[C@H]3CC[C@]12C Dihydroxycholenic acid sulfate